NC1=C(C=C(N=N1)C1=C(C=CC=C1)O)N1CC2CCC(C1)N2C2=CC(=NC=C2)C#CCN2C1CCC(CC2)CC1 2-[6-amino-5-[8-[2-[3-(2-azabicyclo[3.2.2]nonan-2-yl)prop-1-ynyl]-4-pyridinyl]-3,8-diazabicyclo[3.2.1]oct-3-yl]pyridazin-3-yl]phenol